C(#N)C=1C=C(CN2CC=3C(N(C=4N(C3CC2)C=CN4)CC4=C(C=C(C=C4)F)F)=O)C=CC1 7-(3-cyanobenzyl)-4-(2,4-difluorobenzyl)-6,7,8,9-tetrahydroimidazo[1,2-a]pyrido[3,4-e]pyrimidin-5(4H)-one